2-(trifluoromethyl)-5-(3-(trifluoromethoxy)phenyl)-N-(3-(pyrrolidin-1-ylmethyl)-1,2,4-thiadiazol-5-yl)furan-3-carboxamide FC(C=1OC(=CC1C(=O)NC1=NC(=NS1)CN1CCCC1)C1=CC(=CC=C1)OC(F)(F)F)(F)F